tert-butyl 4-((4-cyano-2-(trifluoromethoxy)benzyl)carbamoyl)piperidine-1-carboxylate C(#N)C1=CC(=C(CNC(=O)C2CCN(CC2)C(=O)OC(C)(C)C)C=C1)OC(F)(F)F